NC=1C(=NC=CC1)N1N=CC(=C1)C(=O)NC1=CC(=CC(=C1)NS(=O)(=O)C)Br 1-(3-aminopyridin-2-yl)-N-(3-bromo-5-(methylsulfonamido)phenyl)-1H-pyrazole-4-carboxamide